C(C)N(CC)CCN diethylaminoEthylamine